FC(C=1C=C(C=CC1)NC(=S)N)(F)F 3-(trifluoromethyl)phenylthiourea